5-(2,3-dichlorophenyl)-6-methylpyrimidine-4-carboxylic acid ClC1=C(C=CC=C1Cl)C=1C(=NC=NC1C)C(=O)O